3,4',5,7-tetrahydroxy-3'-methoxyflavone OC1=C(OC2=CC(=CC(=C2C1=O)O)O)C1=CC(=C(C=C1)O)OC